1,3-diethylimidazolium methylcarbonate COC([O-])=O.C(C)N1C=[N+](C=C1)CC